C(C)(C)(C)OC(=O)N1C(CCCC1)C1=CC(=C(C(=C1)C)Br)F (4-bromo-3-fluoro-5-methylphenyl)piperidine-1-carboxylic acid tert-butyl ester